(1-ethyl-3-methyl-1H-pyrazol-5-yl)-3-(prop-2-yn-1-yloxy)-2-(4-(trimethylsilyl)phenyl)acrylonitrile C(C)N1N=C(C=C1C(=C(C#N)C1=CC=C(C=C1)[Si](C)(C)C)OCC#C)C